C(C)(C)(C)NS(=O)(=O)C=1SC2=C(N1)C=CC=C2 N-(tert-Butyl)-2-benzothiazolesulfonamide